(1S,3S)-N-((1R,2R,4S)-7-cyano-7-azabicyclo[2.2.1]heptan-2-yl)-3-(2,5-dichlorophenyl)cyclopentanecarboxamide C(#N)N1[C@H]2[C@@H](C[C@@H]1CC2)NC(=O)[C@@H]2C[C@H](CC2)C2=C(C=CC(=C2)Cl)Cl